2-nitro-5-bromobenzyl alcohol [N+](=O)([O-])C1=C(CO)C=C(C=C1)Br